ethyl 4-[[(1S)-2-hydroxy-1-phenyl-ethyl]amino]-2-(4-isopropylsulfonylanilino)pyrimidine-5-carboxylate OC[C@H](C1=CC=CC=C1)NC1=NC(=NC=C1C(=O)OCC)NC1=CC=C(C=C1)S(=O)(=O)C(C)C